1-(4-Hydroxyphenyl)-3-[4-(triazirin-1-yl)phenyl]prop-2-en-1-one OC1=CC=C(C=C1)C(C=CC1=CC=C(C=C1)N1N=N1)=O